tert-butyl 2-(((3-(pyridin-4-yl)thieno[3,2-b]pyridin-5-yl)oxy)-methyl)-morpholine-4-carboxylate N1=CC=C(C=C1)C1=CSC=2C1=NC(=CC2)OCC2CN(CCO2)C(=O)OC(C)(C)C